N-(4-(8-azabicyclo[3.2.1]octan-8-yl)-3,5-difluorophenyl)-2-(3-methoxy-3-methylazetidin-1-yl)-5-(2,2,2-trifluoroethyl)thiazole-4-carboxamide C12CCCC(CC1)N2C2=C(C=C(C=C2F)NC(=O)C=2N=C(SC2CC(F)(F)F)N2CC(C2)(C)OC)F